[Se][Se] Diselenium